CN(C[C@H](CC1=CC=CC=C1)NC(C1=CC=CC=C1)=O)C (S)-N-(1-(dimethylamino)-3-phenylpropan-2-yl)benzamide